1-[(S)-2-Amino-3-methylbutyroxy]ethyl (S)-2-[(o-ethoxyphenoxy)methyl]-4-morpholinecarboxylate HCl Cl.C(C)OC1=C(OC[C@@H]2CN(CCO2)C(=O)OC(C)OC([C@H](C(C)C)N)=O)C=CC=C1